CN(C1=CC=C(C=C1)C(C)(C)C)C N,N-dimethyl-p-tert-butylaniline